BrC=1C=C(C=CC1F)NC(=NO)C=1C(=NON1)SCCC(=O)NCCO 3-({4-[N-(3-Bromo-4-fluorophenyl)-N'-hydroxycarbamimidoyl]-1,2,5-oxadiazol-3-yl}sulfanyl)-N-(2-hydroxyethyl)propanamid